1-chloro-2-(ethylsulfinyl)ethane ClCCS(=O)CC